(2E)-3-(1H-PYRROL-3-YL)-2-PROPENOIC ACID N1C=C(C=C1)/C=C/C(=O)O